N-(4-(2-methoxyethoxy)-2-(thiazol-5-yl)quinolin-6-yl)-2-(trifluoromethyl)cyclopropane-1-carboxamide COCCOC1=CC(=NC2=CC=C(C=C12)NC(=O)C1C(C1)C(F)(F)F)C1=CN=CS1